FC1=NC=CC=C1S(=O)(=O)N(C)C 2-fluoro-N,N-dimethylpyridine-3-sulfonamide